1-(3-((2-ethylhexyl)oxy)-5-pentadecylphenoxy)-3-((2-hydroxyethyl)(methyl)amino)propan-2-ol trichloromethyl-N-(4-chlorophenyl)-N-methylcarbamate ClC(Cl)(Cl)CN(C(=O)OC(COC1=CC(=CC(=C1)CCCCCCCCCCCCCCC)OCC(CCCC)CC)CN(C)CCO)C1=CC=C(C=C1)Cl